spiro[5,6-dihydro-[1,2,4]triazolo[5,1-c][1,4]oxazine-8,1'-cyclopentane]-2-carboxamide C12(CCCC1)OCCN1C2=NC(=N1)C(=O)N